C(CCC)[C@@H]1N([C@H](C2=CC=C(C=C2C1)OC)C12CC(C1)(C2)NC(=O)C2=CC=NC=C2)C(C#C[Si](C)(C)C)=O N-{3-[(1S,3S)-3-butyl-6-methoxy-2-[3-(trimethylsilyl)prop-2-ynoyl]-1,2,3,4-tetrahydroisoquinolin-1-yl]bicyclo[1.1.1]pentan-1-yl}pyridine-4-carboxamide